3,7-bis(benzyloxy)-2-(4-(benzyloxy)-3-fluorophenyl)-5-hydroxy-4H-chromen-4-one C(C1=CC=CC=C1)OC1=C(OC2=CC(=CC(=C2C1=O)O)OCC1=CC=CC=C1)C1=CC(=C(C=C1)OCC1=CC=CC=C1)F